C(C=C)OCC(C(=O)OCCCC)=C butyl α-allyloxymethylacrylate